2-(3,5-bis(trifluoromethyl)phenoxy)-N-((4-bromo-3-methoxyphenyl)carbamoyl)acetamide FC(C=1C=C(OCC(=O)NC(NC2=CC(=C(C=C2)Br)OC)=O)C=C(C1)C(F)(F)F)(F)F